(6S)-6-({2-[1-(propan-2-yl)-1H-pyrazol-4-yl]-7-(trifluoromethyl)[1,2,4]triazolo[1,5-c]quinazolin-5-yl}amino)-1λ6,4-thiazepane-1,1,5-trione CC(C)N1N=CC(=C1)C1=NN2C(=NC=3C(=CC=CC3C2=N1)C(F)(F)F)N[C@H]1C(NCCS(C1)(=O)=O)=O